BrC=1C=C2C(=NC1)C(NC2)=O 3-bromo-5,6-dihydro-7H-pyrrolo[3,4-b]pyridin-7-one